C(C(=C)C)(=O)OCC(COC(CC1=CC=C(C=C1)C(C)(C)C1=CC=C(C=C1)CC(C)OCC(COC(C(=C)C)=O)O)C)O 2,2-bis(4-(2-(3-methacryloyloxy-2-hydroxypropoxy)propyl)phenyl)propane